C(C(C)C)NC1=C(C=CC=C1C)C N-isobutyl-2,6-dimethylaniline